lauryl-ethen caprylate C(CCCCCCC)(=O)O.C(CCCCCCCCCCC)C=C